IC=1C(=C(C=C(C1)C)S(=O)(=O)N(C)CC(=O)NC1=CC(N(C=C1)C)=O)NS(=O)(=O)C1=CC=C(C=C1)C 2-(3-iodo-N,5-dimethyl-2-(4-methylphenylsulfonamido)phenylsulfonamido)-N-(1-methyl-2-oxo-1,2-dihydropyridin-4-yl)acetamide